C[C@H]1[C@@]([C@H]([C@@H](O1)O[C@@H]2[C@H]([C@@H]([C@H]([C@@H]([C@H]2O)OP(=O)([O-])[O-])[NH+]=C(N)N)O)[NH+]=C(N)N)O[C@H]3[C@H]([C@@H]([C@H]([C@@H](O3)CO)O)O)[NH2+]C)(COP(=O)([O-])[O-])O The molecule is an organophosphate oxoanion that is the conjugate base of dihydrostreptomycin 3'alpha,6-bisphosphate arising from deprotonation of the phosphate OH groups and protonation of the guanidino and secondary amino groups; major species at pH 7.3. It is a conjugate base of a dihydrostreptomycin 3'alpha,6-bisphosphate.